C(C)(C)(C)OC(NC1=C(C=CC(=C1)N1CCC(CC1)N(C)CCO)N)=O tert-butyl(2-amino-5-(4-((2-hydroxyethyl)(methyl)amino)piperidin-1-yl)phenyl)carbamate